FC1=C(C=CC(=C1)OC1=CC(=CC=C1)C(=O)NN)NC(OC(C)(C)C)=O tert-butyl {2-fluoro-4-[3-(hydrazinylcarbonyl)phenoxy]phenyl}carbamate